ClC=1C(=C(C=CC1)NC1=NC=CC2=C(C(=CC=C12)C)NC(=O)C=1C=C(C=C2C(=NC=NC12)NCC1=C(C=C(C=C1)OC)OC)OC)F N-(1-((3-chloro-2-fluorophenyl)amino)-6-methylisoquinolin-5-yl)-4-((2,4-dimethoxybenzyl)amino)-6-methoxyquinazoline-8-carboxamide